O.[Ni].[Fe] iron-nickel (hydrogen) oxide